BrC=1C=NN(C1\C=C(/C#N)\C1=CC=CC=C1)C (Z)-3-(4-bromo-1-methyl-1H-pyrazol-5-yl)-2-phenylacrylonitrile